C(CCCCCCC\C=C/CCCCCC)(=O)OCCCCCCCCCCCCCCCCCCCCCCC tricosyl palmitoleate